(S)-(10-(6-aminopyridin-3-yl)-7,8-dichloro-1-methyl-3,4-dihydropyrazino[1,2-b]indazol-2(1H)-yl)(5-methoxypyrimidin-2-yl)methanone NC1=CC=C(C=N1)C=1C2=C3N(N=C2C(=C(C1)Cl)Cl)CCN([C@H]3C)C(=O)C3=NC=C(C=N3)OC